N,N'-Bis[(methylcarbamoyl)methyl][N,N'-bis(carboxymethyl)[2,2'-(carboxymethylimino)bis(ethaneamine)]] CNC(=O)CN(CCN(CCN(CC(=O)O)CC(NC)=O)CC(=O)O)CC(=O)O